C(CCC(=O)O)(=S)[O-].C(=O)(O)C(O)C(O)C(=O)O.[Na+] sodium tartrate monothiosuccinate